2-methyl-5-(trifluoromethyl)-N-[(1R)-1-[3-[2-(trifluoromethyl)-4-pyridinyl]-1,2,4-oxadiazol-5-yl]ethyl]pyrazole-3-carboxamide CN1N=C(C=C1C(=O)N[C@H](C)C1=NC(=NO1)C1=CC(=NC=C1)C(F)(F)F)C(F)(F)F